C(C)(C)(C)N(C([O-])=O)C1CN(C2=CC=CC(=C2C1)Br)C1=CC=C(C=C1)C(F)(F)F.O1C(=CC2=C1C=CC=C2)C2=CC=C(C=C2C(=O)O)C(=O)O.[K+] potassium benzofuranisophthalic acid tert-butyl-(5-bromo-1-(4-(trifluoromethyl)phenyl)-1,2,3,4-tetrahydroquinolin-3-yl)carbamate